ClC=1C=CC(=C(CN2CCN(CC2)C(=O)OC=2C=NC=C(C2C)C#N)C1)C(F)(F)F 5-Cyano-4-methylpyridin-3-yl 4-(5-chloro-2-(trifluoromethyl)benzyl)piperazine-1-carboxylate